(1R,3S,5R)-2-(2-(4-aminopyrrolo[2,1-f][1,2,4]triazin-7-yl)acetyl)-N-(3-chloro-2-fluorobenzyl)-2-azabicyclo[3.1.0]hexane-3-carboxamide NC1=NC=NN2C1=CC=C2CC(=O)N2[C@@H]1C[C@@H]1C[C@H]2C(=O)NCC2=C(C(=CC=C2)Cl)F